C(C)(C)(C)OC(=O)N1CCN(CC1)C1=NOC(=C1)C(C(=O)OC)C(C)C.CC1=C(C=CC=C1C(F)(F)F)Br 2-methyl-3-(trifluoromethyl)bromobenzene tert-butyl-4-[5-(1-methoxy-3-methyl-1-oxobutan-2-yl)-1,2-oxazol-3-yl]piperazine-1-carboxylate